ClC1=C(C=C2C=C(C(NC2=C1)=O)C=1C=C(C=CC1)CC(=O)O)C1=CC=C(C=C1)C1=C(C=CC=C1)OC 2-(3-(7-chloro-6-(2'-methoxy-[1,1'-biphenyl]-4-yl)-2-oxo-1,2-dihydroquinolin-3-yl)phenyl)acetic acid